(S)-4-Benzyl-N-(7-(3-hydroxy-3-methylbut-1-yn-1-yl)-5-methyl-4-oxo-2,3,4,5-tetrahydrobenzo[b][1,4]oxazepin-3-yl)-5-methyl-1H-pyrazole-1-carboxamide C(C1=CC=CC=C1)C=1C=NN(C1C)C(=O)N[C@@H]1C(N(C2=C(OC1)C=CC(=C2)C#CC(C)(C)O)C)=O